4-(2-(4-((4-nitrophenyl)sulfonyl)piperazin-1-yl)-5-((2-(trimethylsilyl)ethoxy)methoxy)phenyl)morpholine [N+](=O)([O-])C1=CC=C(C=C1)S(=O)(=O)N1CCN(CC1)C1=C(C=C(C=C1)OCOCC[Si](C)(C)C)N1CCOCC1